(E)-5-cyclopropyl-3-((3-(2-(2-(4-(dimethylamino)-N-methylbut-2-enamido)acetamido)ethyl)phenyl)amino)-6-methylpyrazine-2-carboxamide C1(CC1)C=1N=C(C(=NC1C)C(=O)N)NC1=CC(=CC=C1)CCNC(CN(C(\C=C\CN(C)C)=O)C)=O